FC=1C=C(OC2=C3C(C(C3=C(C=C2)I)O)F)C=C(C1)F 2-(3,5-difluorophenoxy)-8-fluoro-5-iodobicyclo[4.2.0]octane-1,3,5-triene-7-ol